2-[(4-{2-[(4-chloro-2-fluorobenzyl)oxy]pyrimidin-4-yl}piperidin-1-yl)methyl]-1-[(1-methyl-1H-imidazol-4-yl)methyl]-1H-benzimidazole-6-carboxylic acid ClC1=CC(=C(COC2=NC=CC(=N2)C2CCN(CC2)CC2=NC3=C(N2CC=2N=CN(C2)C)C=C(C=C3)C(=O)O)C=C1)F